N-(3-chloro-5-(methylsulfonamido)phenyl)-1-(4-morpholinopyridin-2-yl)-1H-pyrazole-4-carboxamide ClC=1C=C(C=C(C1)NS(=O)(=O)C)NC(=O)C=1C=NN(C1)C1=NC=CC(=C1)N1CCOCC1